2-((7-amino-2-(furan-2-yl)-[1,2,4]triazolo[1,5-a][1,3,5]triazin-5-yl)-amino)acetaldehyde NC1=NC(=NC=2N1N=C(N2)C=2OC=CC2)NCC=O